(S)-2-((2R,3R)-3-((1S,3S,5S)-2-azabicyclo[3.1.0]hex-3-yl)-3-methoxy-2-methylpropanoylamino)-3-(2-fluorophenyl)propionic acid-2,4-dimethoxybenzyl ester COC1=C(COC([C@H](CC2=C(C=CC=C2)F)NC([C@@H]([C@@H](OC)[C@H]2N[C@H]3C[C@H]3C2)C)=O)=O)C=CC(=C1)OC